BrC1=C(C(=C2C(=NN(C2=C1)C1OCCCC1)I)Cl)C 6-bromo-4-chloro-3-iodo-5-methyl-1-tetrahydropyran-2-yl-indazole